(S)-4-(6-((R)-4-(4-fluoropyrazolo[1,5-a]pyridin-2-yl)-1,4,6,7-tetrahydro-5H-imidazo[4,5-c]pyridin-5-yl)pyrimidin-4-yl)-2-phenylmorpholine FC=1C=2N(C=CC1)N=C(C2)[C@@H]2N(CCC1=C2N=CN1)C1=CC(=NC=N1)N1C[C@@H](OCC1)C1=CC=CC=C1